sodium heptane sulfate S(=O)(=O)([O-])[O-].CCCCCCC.[Na+].[Na+]